C(\C=C\C(=O)O)(=O)O.NC=1C(=C(C(=NC1)OC)C1=CC=CC=C1)NCC1=CC=C(C=C1)S(=O)(=O)N 4-(((5-amino-2-methoxy-3-phenylpyridin-4-yl)amino)methyl)benzenesulfonamide fumarate